[N+](=O)([O-])CC(C1=CC=CC=C1)C1=C(NC2=C(C=CC=C12)S(=O)(=O)F)C1=CC=CC=C1 3-(2-nitro-1-phenylethyl)-2-phenyl-1H-indole-7-sulfonyl fluoride